bromo-N-(tert-butyl)benzenesulfonamide BrC1=C(C=CC=C1)S(=O)(=O)NC(C)(C)C